tert-butyl (2R,4S)-2-(hydroxymethyl)-4-((2-oxo-1,2,3,4-tetrahydroquinolin-7-yl)oxy)pyrrolidine-1-Carboxylate OC[C@@H]1N(C[C@H](C1)OC1=CC=C2CCC(NC2=C1)=O)C(=O)OC(C)(C)C